C(C=C)(=O)C=1C=C(C(=CC1)C1=CC=C(C=C1)C(C=C)=O)CCCCCCCCCCCCOC=1C(=O)OCC1 4,4'-bis(acryloyl)biphenylLauryloxybutenolide